2,4-diamino-6-xylyl-s-triazine NC1(CC(=CC(=C1C)N)C1=NC=NC=N1)C